OCC1=CC=CC(=N1)C(C)=O 1-(6-(hydroxymethyl)pyridin-2-yl)ethan-1-one